(2S)-9-((2-Chloro-6-fluorophenyl)(hydroxy)methyl)-2-(methoxymethyl)-2-methyl-1,2,4,7-tetrahydro-3H-pyrrolo[3',2':5,6]pyrido[3,4-b]pyrazin-3-one ClC1=C(C(=CC=C1)F)C(C1=CNC2=C1C1=C(NC([C@](N1)(C)COC)=O)C=N2)O